N1(CCC1)C(=O)C1=CC=C(C=C1)CNC1=NC=NC2=C1SC=1N=NC(=C(C12)C)C azetidin-1-yl-[4-[[(3,4-dimethylpyrimido[4',5':4,5]thieno[2,3-c]pyridazin-8-yl)amino]methyl]phenyl]methanone